N-(1-(1H-indol-3-yl)hexan-2-yl)-6-(4-methylpiperazin-1-yl)benzofuran-2-carboxamide N1C=C(C2=CC=CC=C12)CC(CCCC)NC(=O)C=1OC2=C(C1)C=CC(=C2)N2CCN(CC2)C